methyl-p-toluenesulphonate COS(=O)(=O)C1=CC=C(C)C=C1